C(C(=C)C)(=O)OOCC1CO1 glycidoxy methacrylate